succinimidyl-4-(p-maleimidophenyl)butyrate C1(CCC(N1C(C(=O)[O-])CCC1=CC=C(C=C1)N1C(C=CC1=O)=O)=O)=O